CN1C=NC2=C(N=C[N+](=C21)C)N 3,9-dimethyladenine